1-[(2R)-2-(4-cyclopropyl-triazol-1-yl)-3,3-dimethyl-butyryl]-4-hydroxy-N-[1-(hydroxymethyl)-3-(4-pyridinyl)propyl]pyrrolidine-2-carboxamide C1(CC1)C=1N=NN(C1)[C@@H](C(=O)N1C(CC(C1)O)C(=O)NC(CCC1=CC=NC=C1)CO)C(C)(C)C